fluoro-7-iodo-1-((2-(trimethylsilyl)ethoxy)methyl)-1H-indazole FC1=NN(C2=C(C=CC=C12)I)COCC[Si](C)(C)C